4-(3,8-diazabicyclo[3.2.1]octan-3-yl)-5,8-difluoro-7-(8-fluoro-3-hydroxynaphthalen-1-yl)-2-(((2R,7aS)-2-fluorotetrahydro-1H-pyrrolizin-7a(5H)-yl)methoxy)quinazoline-6-carbonitrile C12CN(CC(CC1)N2)C2=NC(=NC1=C(C(=C(C(=C21)F)C#N)C2=CC(=CC1=CC=CC(=C21)F)O)F)OC[C@]21CCCN1C[C@@H](C2)F